N-((5-chloropyridin-3-yl)methyl)-2-(4-(2-(dimethylamino)ethyl)piperazin-1-yl)6-(3,5-dimethylisoxazol-4-yl)quinazolin-4-amine ClC=1C=C(C=NC1)CNC1=NC(=NC2=CC=C(C=C12)C=1C(=NOC1C)C)N1CCN(CC1)CCN(C)C